(3R)-3-amino-5-[(4-chlorophenyl)methyl]-7-[5-(dimethylamino)-1,3,4-oxadiazol-2-yl]-8-fluoro-1,1-dioxo-2,3-dihydro-1λ6,5-benzothiazepin-4-one N[C@H]1CS(C2=C(N(C1=O)CC1=CC=C(C=C1)Cl)C=C(C(=C2)F)C=2OC(=NN2)N(C)C)(=O)=O